2-{3-[(1r,5s)-1,5-dimethyl-8-azabicyclo[3.2.1]oct-3-yl]-3H-[1,2,3]triazolo[4,5-c]pyridazin-6-yl}-5-(1H-pyrazol-4-yl)phenol C[C@]12CC(C[C@](CC1)(N2)C)N2N=NC1=C2N=NC(=C1)C1=C(C=C(C=C1)C=1C=NNC1)O